6-methoxy-4-(4-(2-(4-(trifluoromethyl)phenyl)acetamido)phenyl)quinazoline COC=1C=C2C(=NC=NC2=CC1)C1=CC=C(C=C1)NC(CC1=CC=C(C=C1)C(F)(F)F)=O